C(C)(C)(C)OC(=O)N[C@H](C(=O)OC(C)(C)C)CCC(SCCNC(CCNC(=O)[C@@H]1OC(OCC1(C)C)(C)C)=O)=O tert-butyl (2S)-2-[(tert-butoxycarbonyl)amino]-5-oxo-5-[[2-(3-[[(4R)-2,2,5,5-tetramethyl-1,3-dioxan-4-yl]formamido]propanamido)ethyl]sulfanyl]pentanoate